N4-(3-(morpholinesulfonyl)phenyl)pyrimidine-2,4-diamine N1(CCOCC1)S(=O)(=O)C=1C=C(C=CC1)NC1=NC(=NC=C1)N